indole-1-carboxamide mesylate salt S(C)(=O)(=O)O.N1(C=CC2=CC=CC=C12)C(=O)N